4-(1-(Cyclohexylmethyl)-4-(4-fluorophenyl)-1H-imidazol-5-yl)-2-(methylsulfanyl)pyrimidine C1(CCCCC1)CN1C=NC(=C1C1=NC(=NC=C1)SC)C1=CC=C(C=C1)F